tin aluminum oxide [O-2].[Al+3].[Sn+4]